Cl.CC1(CNCCC1)C(=O)OC methyl 3-methylpiperidine-3-carboxylate hydrochloride